11-[2-[2-[(diethylamino)methyl]-1-piperidinyl]acetyl]-5,11-dihydro-6H-pyrido[2,3-b][1,4]benzodiazepine C(C)N(CC)CC1N(CCCC1)CC(=O)N1C2=C(NCC3=C1C=CC=C3)C=CC=N2